ClC1=NC=2N(C=C1)N=CC2C=O 5-Chloropyrazolo[1,5-a]pyrimidine-3-carbaldehyde